(7-((3-Fluoro-5-methylpyridin-2-yl)oxy)-2-azaspiro[3.5]nonan-2-yl)((1s,3s)-3-hydroxy-3-methylcyclobutyl)methanone FC=1C(=NC=C(C1)C)OC1CCC2(CN(C2)C(=O)C2CC(C2)(C)O)CC1